5-(imidazo[1,2-b]pyridazin-6-yl)-N-(trans-4-methoxycyclohexyl)pyrrolo[2,1-f][1,2,4]triazin-2-amine N=1C=CN2N=C(C=CC21)C=2C=CN1N=C(N=CC12)N[C@@H]1CC[C@H](CC1)OC